C1(CC1)N1N=C(C2=C1NC(NC2=O)=O)C 1-cyclopropyl-3-methyl-5H,7H-pyrazolo[3,4-d]pyrimidine-4,6-dione